ClC=1C=C(C=CC1)C1=NC(=NC(=N1)C1=CC=CC=C1)C1=CC=CC=C1 (3-chlorophenyl)-4,6-diphenyl-1,3,5-triazine